CC(CCCCCC)P(O)(=O)C(CCCC)CCC (1-methylheptyl)(1-propylpentyl)phosphinic acid